C(C=C)[C@@H]1[C@H]([C@@H](C[C@@H]1OCC(=C)Br)OC1OCCCC1)CO[Si](C(C)(C)C)(C)C {[(1S,2R,3S,5R)-2-allyl-3-[(2-bromo-2-propen-1-yl)oxy]-5-(tetrahydro-2H-pyran-2-yloxy)cyclopentyl]methoxy}(dimethyl)(2-methyl-2-propanyl)silane